F[P-](F)(F)(F)(F)F.C(CCC)[N+]1(CCCCC1)C 1-butyl-1-methylpiperidinium hexafluorophosphate